C(C)S(=O)(=O)OCCSCCCC1=NC(=C2C(=N1)N(N=C2)C2=C(C=C(C=C2)F)O)O 2-[3-[1-(4-fluoro-2-hydroxy-phenyl)-4-hydroxy-pyrazolo[3,4-d]pyrimidin-6-yl]propylsulfanyl]ethyl ethanesulfonate